ClC1=C2C(=NC=C1)OC1(CCN(CC1)C(=O)[O-])C2 4-chloro-3H-Spiro[furo[2,3-b]pyridine-2,4'-piperidine]-1'-carboxylate